(4-chloro-3-(trifluoromethyl)phenethyl)-2,3,4,9-tetrahydro-1H-carbazol-1-amine ClC1=C(C=C(CCC2(CCCC=3C4=CC=CC=C4NC23)N)C=C1)C(F)(F)F